2-((5-fluoro-4-(trifluoromethyl)pyridin-2-yl)methyl)-3-propylnaphthalene-1,4-dione FC=1C(=CC(=NC1)CC=1C(C2=CC=CC=C2C(C1CCC)=O)=O)C(F)(F)F